C1(=CC=CC=C1)N(C=1C=C2C3=C(NC2=CC1)C=NC=C3)C3=CC=CC=C3 N,N-diphenyl-9H-pyrido[3,4-b]indol-6-amine